FC=1C(=CC(=C(C(=O)NC=2C=NC(=CC2C)OC)C1)O[C@@H](C)CCC)N1N=C2COCCN2C1=O 5-fluoro-N-(6-methoxy-4-methylpyridin-3-yl)-4-(3-oxo-5,6-dihydro-3H-[1,2,4]triazolo[3,4-c][1,4]oxazin-2(8H)-yl)-2-[(2S)-pent-2-yloxy]benzamide